C(CCCCCCCCCCCCCCCCCCCC)OC(CCCCCCCCCCCCC)=O tetradecanoic acid heneicosyl ester